ClC1=C(C=C(C=C1)Cl)C1OC[C@H]([C@H](O1)[C@@H](C[Se@+]1[C@@H]([C@H]([C@@H](C1)O)O)CO)O)O (1S,2R,3S,4S)-1-((2S)-2-((4S,5R)-2-(2,5-dichlorophenyl)-5-hydroxy-1,3-dioxan-4-yl)-2-hydroxyethyl)-3,4-dihydroxy-2-(hydroxymethyl)tetrahydro-1H-selenophen-1-ium